5-Bromo-2H-1,3-benzodioxole BrC1=CC2=C(OCO2)C=C1